(S,Z)-3-(4-chlorophenyl)-N'-((4-chlorophenyl)sulfonyl)-4-phenyl-N-((1r,3S)-3-sulfamoylcyclobutyl)-4,5-dihydro-1H-pyrazole-1-carboximidamide ClC1=CC=C(C=C1)C1=NN(C[C@@H]1C1=CC=CC=C1)\C(\NC1CC(C1)S(N)(=O)=O)=N/S(=O)(=O)C1=CC=C(C=C1)Cl